SC1=NC=2N(C(N(C(C2N1C)=O)CCC1=CC=CC=C1)=O)C 8-mercapto-3,7-dimethyl-1-phenethyl-1H-purine-2,6(3H,7H)-dione